3-((2-chloro-4-(trifluoromethyl)phenyl)amino)-4-(methyl((5-(5-(trifluoromethyl)-1,2,4-oxadiazol-3-yl)pyridin-2-yl)methyl)amino)cyclobut-3-ene-1,2-dione ClC1=C(C=CC(=C1)C(F)(F)F)NC=1C(C(C1N(CC1=NC=C(C=C1)C1=NOC(=N1)C(F)(F)F)C)=O)=O